4-amino-3-chloro-6-(4-chloro-2-fluoro-3-methoxyphenyl)-5-fluoro-2-picolinic acid methyl ester COC(C1=NC(=C(C(=C1Cl)N)F)C1=C(C(=C(C=C1)Cl)OC)F)=O